BENZOTRIAZINONE C1=CC=C2C(=C1)C(=O)NN=N2